C[C@@H](CC/C(/C(=O)[O-])=C(/C(CC(C(=O)[O-])(F)F)CCC(C)C)\C)CCC=C(C)C (Z)-2-((R)-3,7-dimethyloct-6-en-1-yl)-6,6-difluoro-4-isopentyl-3-methylhept-2-enedioate